OC1=CC=C(C=C1)C(C)=O 1-(p-hydroxyphenyl)-1-ethanone